FC=1C=NC(=NC1)C=1C=C(C=CC1C)C1C2(C(C(C1)C2)C(=O)N)C=2N(N=CC2)C [3-(5-fluoropyrimidin-2-yl)-4-methylphenyl]-1-(2-methylpyrazol-3-yl)bicyclo[2.1.1]hexane-5-carboxamide